C(C)C1=C(C(=O)N[C@@H](CNC(OC(C)(C)C)=O)C)C=CC(=C1)NC=1C=2N(C=CN1)C(=CN2)C=2C(=NN(C2)CC=C)C(F)(F)F tert-butyl N-[(2R)-2-[[2-ethyl-4-[[3-[1-prop-2-enyl-3-(trifluoromethyl)pyrazol-4-yl]imidazo[1,2-a]pyrazin-8-yl]amino]benzoyl]amino]propyl]carbamate